FC1=C(C2=C(NC(=N2)CN2C(C(=CC=C2)NC([C@@H](CC\C=C\C(=O)N(C)C)CN(C([O-])=O)C)=O)=O)C=C1F)CC(C)(C)C (S,E)-1-((1-((5,6-Difluoro-4-neopentyl-1H-benzo[d]imidazol-2-yl)methyl)-2-oxo-1,2-dihydropyridin-3-yl)amino)-7-(dimethylamino)-1,7-dioxohept-5-en-2-yl-dimethylcarbamat